methyltri-(t-butylperoxy)silane isostearyl-palmitat C(CCCCCCCCCCCCCCC(C)C)OC(CCCCCCCCCCCCCCC)=O.C[Si](OOC(C)(C)C)(OOC(C)(C)C)OOC(C)(C)C